CC1=C(OC=2CCC3=CN(N=C3C21)CC2=NC=CC=C2)C(=O)NC[C@@H]2OCCC2 8-methyl-2-(pyridin-2-ylmethyl)-N-[(2R)-tetrahydro-furan-2-ylmethyl]-4,5-dihydro-2H-furo[2,3-g]indazole-7-carboxamide